C(C)N1C[C@@H](CCC1)NC1=CC(=C(N=N1)C1=C(C=C(C#N)C=C1)O)C(F)(F)F 4-[6-[[(3R)-1-ethyl-3-piperidinyl]amino]-4-(trifluoromethyl)pyridazin-3-yl]-3-hydroxy-benzonitrile